C1(CCCCC1)CCCC(=O)OC Methyl 4-cyclohexylbutanoate